(6Z,9Z,3R,4S)-3,4-epoxy-octadecadienol C(=CC1=C(CCCCCCCCCCCCCC)O1)O